CC1=CC(=NN1C1=CC=C(C=C1)CC1=CC=C(C=C1)C=1CCN(CC1)C)C(=O)N 5-methyl-1-(4-(4-(1-methyl-1,2,3,6-tetrahydropyridin-4-yl)benzyl)phenyl)-1H-pyrazole-3-carboxamide